NO[C@@H](COC1=CC2=CN([N+](=C2C=C1)C)CC1(CN(C1)C(=O)OC(C)(C)C)O)C(=O)OC(C)(C)C (S)-5-(2-(aminooxy)-3-(tert-butoxy)-3-oxopropoxy)-2-((1-(tert-butoxy-carbonyl)-3-hydroxyazetidin-3-yl)methyl)-1-methyl-2H-indazol-1-ium